ethyl 1-(2,2-diethoxyethyl)-4-hydroxy-2-oxo-1,2-dihydro-1,8-naphthyridine-3-carboxylate C(C)OC(CN1C(C(=C(C2=CC=CN=C12)O)C(=O)OCC)=O)OCC